2-bromo-5-methyl-4-(trifluoromethyl)pyridine BrC1=NC=C(C(=C1)C(F)(F)F)C